C(CCCC)S(=O)(=O)O pentane-1-sulfonic acid